3-chloro-5-(difluoromethyl)-N-[1-[3-(1-methyl-6-oxo-pyridazin-3-yl)pyrazin-2-yl]ethyl]benzamide ClC=1C=C(C(=O)NC(C)C2=NC=CN=C2C2=NN(C(C=C2)=O)C)C=C(C1)C(F)F